tert-butyl 3-amino-3-(1-hydroxyethyl)cyclobutanecarboxylate NC1(CC(C1)C(=O)OC(C)(C)C)C(C)O